C1=[NH+]NN=N1.[Br-] Tetrazolium Bromide